C(C)(C)(C)OC(NC=1C=NC(=C(C1N=C(C1=CC=CC=C1)C1=CC=CC=C1)F)Cl)=O N-[4-(benzhydrylideneamino)-6-chloro-5-fluoropyridin-3-yl]carbamic acid tert-butyl ester